N1=CC=C2N1C1=C(N=C2)N=CC(=C1)C(=O)OC Methyl pyrazolo[1,5-a]pyrido[2,3-e]pyrazine-8-carboxylate